ClCC(=O)NC1=CC(=CC=C1)OC1=NC=NC(=C1)NCC1=CC=C(C=C1)C 2-chloro-N-(3-((6-((4-methylbenzyl)amino)pyrimidin-4-yl)oxy)phenyl)acetamide